2-((3-methylisothiazol-5-yl)methyl)-6-(phenylsulfonyl)phthalazin-1(2H)-one CC1=NSC(=C1)CN1C(C2=CC=C(C=C2C=N1)S(=O)(=O)C1=CC=CC=C1)=O